5-(thiophen-2-yl)pyrimidin-2-amine S1C(=CC=C1)C=1C=NC(=NC1)N